Tert-butyl [(3R,6S)-6-(ethylcarbamoyl)tetrahydro-2H-pyran-3-yl]carbamate C(C)NC(=O)[C@@H]1CC[C@H](CO1)NC(OC(C)(C)C)=O